C(C)(C)(C)C1=CC(=C(NC2=CC=C(C=C2)C(C)(C)C)C=C1)C1=CC=CC=2C(CCC(C12)(C)C)(C)C 4-tert-butyl-N-(4-tert-butylphenyl)-2-(5,5,8,8-tetramethyl-5,6,7,8-tetrahydronaphthalen-1-yl)aniline